CNC(=O)C=1C=CC2=C(OCC[C@H]3N2CCNC3)N1 (R)-N-Methyl-2,3,4,4a,5,6-hexahydro-1H-pyrazino[1,2-d]pyrido[2,3-b][1,4]oxazepine-9-carboxamide